C(C)OC(=O)C=1C=NN(C1C(F)F)C1CN(CCC1)C1=C(C=CC(=C1)Cl)C1=CC=C(C=C1)N1CCN(CC1)C1CC1 1-{1-[4-chloro-4'-(4-cyclopropylpiperazin-1-yl)[1,1'-biphenyl]-2-yl]piperidin-3-yl}-5-(difluoromethyl)-1H-pyrazole-4-carboxylic acid ethyl ester